CC1=C(C(=O)NC(C#C)C2=CC=CC3=CC=CC=C23)C=C(C=C1)[N+](=O)[O-] 2-Methyl-N-(1-(naphthalen-1-yl)prop-2-yn-1-yl)-5-nitrobenzamide